CC1C(CC(CC1)=C(C)C)SC[C@H](N)C(=O)OCCCCCC hexyl S-(2-methyl-5-(propan-2-ylidene)cyclohexyl)cysteinate